FC1=CC(=C(OC=2C(=NC=NC2)N2CC3(CN(C3)C(CC=3C=NC(=CC3)OC)=O)C2)C=C1)C=1C(=NC=NC1)C(C)C 1-(6-(5-(4-fluoro-2-(4-isopropylpyrimidin-5-yl)phenoxy)pyrimidin-4-yl)-2,6-diazaspiro[3.3]heptan-2-yl)-2-(6-methoxypyridin-3-yl)ethan-1-one